Cl.S1CC(NCCC1)=O 1,4-thiazepan-3-one hydrochloride